4-(3-fluoro-1-methyl-2-oxoindolin-3-yl)benzenesulfonamide FC1(C(N(C2=CC=CC=C12)C)=O)C1=CC=C(C=C1)S(=O)(=O)N